C(CCCC)NC1=C2C(NC(=N1)N)=CC=N2 N4-pentyl-pyrrolo[3,2-d]pyrimidine-2,4-diamine